Tert-butyl 3-(7-hydroxy-4-azaspiro[2.5]octane-4-carbonyl)-6,7-dihydropyrazolo[1,5-a]pyrazine-5(4H)-carboxylate OC1CCN(C2(CC2)C1)C(=O)C=1C=NN2C1CN(CC2)C(=O)OC(C)(C)C